4-(3,3-dimethylpiperazin-1-yl)-N-(7-methoxy-2-methylimidazo[1,2-a]pyridin-6-yl)-2,3-dihydro-1H-pyrrolo[2,3-b]pyridine-1-carboxamide 2,2,2-trifluoroacetate FC(C(=O)O)(F)F.CC1(CN(CCN1)C1=C2C(=NC=C1)N(CC2)C(=O)NC=2C(=CC=1N(C2)C=C(N1)C)OC)C